2-amino-4-naphthalen-1-yl-1H-pyrimidin-6-one NC=1NC(C=C(N1)C1=CC=CC2=CC=CC=C12)=O